(E)-6-(1-(1-(1-(4-(dimethylamino)but-2-enoyl)-3-fluoroazetidine-3-carbonyl)piperidin-4-yl)-5-methyl-1H-1,2,3-triazol-4-yl)-4-methoxypyrazolo[1,5-a]pyridine-3-carbonitrile CN(C/C=C/C(=O)N1CC(C1)(C(=O)N1CCC(CC1)N1N=NC(=C1C)C=1C=C(C=2N(C1)N=CC2C#N)OC)F)C